4-(2-(2-(2-Azidoethoxy)ethoxy)-2,6-dihydroxyphenyl)-3-(4-hydroxyphenyl)propan-1-one N(=[N+]=[N-])CCOCCOC1(C(C(=CC=C1)O)C1(CC=C(C=C1)CCC=O)O)O